(3S)-1,3-dihydro-spiro[indene-2,4'-piperidine]-3-amine dihydrochloride Cl.Cl.N1CCC2(CC1)CC1=CC=CC=C1[C@H]2N